4-Chloro-6-(4-methoxyphenyl)-7-((2-(trimethylsilyl)ethoxy)methyl)-7H-pyrrolo[2,3-d]pyrimidine ClC=1C2=C(N=CN1)N(C(=C2)C2=CC=C(C=C2)OC)COCC[Si](C)(C)C